methyl N,N-dibutylcarbamate C(CCC)N(C(OC)=O)CCCC